C1(CCC1)CC=1N=CC2=C(N1)NC=C2C2=CC=1N(C=C2)N=CC1C(=O)NC=1C=NC=CC1 5-(2-(cyclobutylmethyl)-7H-pyrrolo[2,3-d]pyrimidin-5-yl)-N-(pyridin-3-yl)pyrazolo[1,5-a]pyridine-3-carboxamide